calcium β-alanine NCCC(=O)O.[Ca]